C(CCC)P(N=C(CC1=CC=C(C=C1)C)N)CCCC N2-(di-n-butylphosphino)-2-p-tolylacetamidine